ClC1=C2C(C=CN(C2=NC(=C1)Cl)C)=O 5,7-dichloro-1-methyl-1,8-naphthyridin-4-one